ClC1=CC=CC2=C1N(C(N2C)=O)C2=CC=C(C=C2)C[C@@H](C(=O)O)NC(C2=C(C=CC=C2F)Cl)=O (S)-3-(4-(7-chloro-3-methyl-2-oxo-2,3-dihydro-1H-benzo[d]imidazol-1-yl)phenyl)-2-(2-chloro-6-fluorobenzamido)propanoic acid